[Br-].[S-]C#N.C(CCC)[N+](CCCC)(CCCC)CCCC.C(CCC)[N+](CCCC)(CCCC)CCCC tetrabutylammonium thiocyanate bromide